F[P-](F)(F)(F)(F)F.N1(N=NC2=C1C=CC=C2)OC(=[N+](C)C)N(C)C 2-(1H-Benzotriazole-1-yl)-1,1,3,3-tetramethyluronium hexafluoro-phosphate